CN1CC(C1)(C)[C@@](C=1C=C(C=NC1)C1=NC=CC(=N1)C1CCN(CC1)C(C)=O)(C1=CC=C(C=C1)C(C)C)O 1-[4-(2-{5-[(R)-(1,3-dimethyl-azetidin-3-yl)-hydroxy-(4-isopropyl-phenyl)-methyl]-pyridin-3-yl}-pyrimidin-4-yl)-piperidin-1-yl]-ethanone